3,3',5,5'-Tetra-methyl-benzidine CC=1C=C(C=C(C1N)C)C1=CC(=C(N)C(=C1)C)C